COC=1N=CC=C2C1NC=C2[N+](=O)[O-] 7-methoxy-3-nitro-1H-pyrrolo[2,3-c]pyridine